C(C)(C)(C)OC(=O)N[C@@H](C#CC1=NC(=NC(=C1F)C1=C(C=CC=C1C)C)NS(=O)(=O)C=1C=C(C(=O)OC)C=CC1)CC(C)C methyl 3-[[4-[(3R)-3-(tert-butoxycarbonylamino)-5-methyl-hex-1-ynyl]-6-(2,6-dimethylphenyl)-5-fluoro-pyrimidin-2-yl]sulfamoyl]benzoate